COC[C@@]1(COCC[C@H]1NC1=NN=C(C2=CC=CC=C12)C1=CC=C(C=C1)C(F)(F)F)O cis-3-(methoxymethyl)-4-((4-(4-(trifluoromethyl)phenyl)phthalazin-1-yl)amino)tetrahydro-2H-pyran-3-ol